(R)-{5-[1-Cyclopropyl-5-(tetrahydro-pyran-4-yl)-1H-[1,2,4]triazol-3-yl]-pyridin-3-yl}-(1,3-dimethyl-azetidin-3-yl)-[4-(2,2,2-trifluoro-ethyl)-phenyl]-methanol C1(CC1)N1N=C(N=C1C1CCOCC1)C=1C=C(C=NC1)[C@@](O)(C1=CC=C(C=C1)CC(F)(F)F)C1(CN(C1)C)C